1-(2-hydroxy-3-methoxypropyl)piperidin-4-one OC(CN1CCC(CC1)=O)COC